ClC1=C(C=CC=C1C=1C=CC2=C(OCCN2)C1)C1C(NC(CC1)=O)=O 3-(2-chloro-3-(3,4-dihydro-2H-benzo[b][1,4]oxazin-7-yl)phenyl)piperidine-2,6-dione